6-bromo-N'-(1-methyl-2-oxopyrrolidine-3-carbonyl)pyridineformylhydrazine BrC1=CC=CC(=N1)C(=O)NNC(=O)C1C(N(CC1)C)=O